O1CCC2=C1C=CC(=C2)N2C(C=CC2=O)=O 1-(2,3-dihydrobenzofuran-5-yl)-1H-pyrrole-2,5-dione